(2S)-2,6-diamino-N-[(1S)-1-methyl-2-phenylethyl]hexanamide dimesylate S(C)(=O)(=O)O.S(C)(=O)(=O)O.N[C@H](C(=O)N[C@H](CC1=CC=CC=C1)C)CCCCN